deoxyacetylcholine C(C)(=O)CC[N+](C)(C)C